N1=CC(=CC(=C1)C1=CC=C(C=C1)C1=CC(=CC(=C1)C(=O)O)C(=O)O)C1=CC=C(C=C1)C1=CC(=CC(=C1)C(=O)O)C(=O)O 4',4'''-(pyridine-3,5-diyl)bis([1,1'-biphenyl]-3,5-dicarboxylic acid)